N-(1,4-dimethyl-1H-pyrazol-3-yl)-5-fluoro-4-(3-oxo-5,6,7,8-tetrahydro[1,2,4]triazolo[4,3-a]-pyridin-2(3H)-yl)-2-{[(2S)-1,1,1-trifluoropropan-2-yl]oxy}benzamide CN1N=C(C(=C1)C)NC(C1=C(C=C(C(=C1)F)N1N=C2N(CCCC2)C1=O)O[C@H](C(F)(F)F)C)=O